FC=1C(=NC=C(C1)B1OC(C(O1)(C)C)(C)C)OC1(COC1)C(F)(F)F 3-fluoro-5-(4,4,5,5-tetramethyl-1,3,2-dioxaborolan-2-yl)-2-[3-(trifluoromethyl)oxetan-3-yl]oxy-pyridine